BrC1=NC(=CC(=C1)O[C@@H](C)CC)S(=O)(=O)C 2-bromo-4-[(2S)-but-2-yloxy]-6-methanesulfonylpyridine